1-[18F]fluoro-2-(2-((1E,3E)-4-(6-(dimethylamino)pyridine-3-yl)buta-1,3-dienyl)benz[d]thiazole-6-yloxy)-hydroxymethyl-ethane [18F]C(COC1=CC2=C(N=C(S2)\C=C\C=C\C=2C=NC(=CC2)N(C)C)C=C1)CO